(S)-1'-(6-amino-5-((3-fluoro-1H-indol-4-yl)thio)pyrazin-2-yl)-1,3-dihydrospiro[indene-2,4'-piperidin]-1-amine NC1=C(N=CC(=N1)N1CCC2(CC1)[C@@H](C1=CC=CC=C1C2)N)SC2=C1C(=CNC1=CC=C2)F